N5-cyclopropyl-N3-methyl-1-((1-methyl-1H-benzo[d]imidazol-7-yl)methyl)-2-oxo-1,2-dihydropyridine-3,5-dicarboxamide C1(CC1)NC(=O)C=1C=C(C(N(C1)CC1=CC=CC2=C1N(C=N2)C)=O)C(=O)NC